C1(CC1)C(=O)OC1=C(C=CC=C1)\N=N\C=1C(=NC(=CC1)NC(CNC(=O)OC(C)(C)C)=O)N (E)-2-((2-amino-6-(2-((tert-butoxycarbonyl)amino)acetamido)pyridin-3-yl)diazenyl)phenyl cyclopropanecarboxylate